CC(C)(C)OC(=O)N[C@@H]1CCC[C@@H](C1)O tert-butyl N-[(1R,3S)-3-hydroxycyclohexyl]carbamate